2-(2-(2-aminoethoxy)ethoxy)ethan-1-ol NCCOCCOCCO